adamantan-1,3-diol C12(CC3(CC(CC(C1)C3)C2)O)O